ClC1=NN2C(C(=N1)NC=1N=CN(C1)C1=CC(=C(C(=C1)OC)OC)OC)=CC=C2CNCC2CC2 2-chloro-7-(((cyclopropylmethyl)amino)methyl)-N-(1-(3,4,5-trimethoxyphenyl)-1H-imidazol-4-yl)pyrrolo[2,1-f][1,2,4]triazin-4-amine